2-(3-(aminomethyl)-5-fluoro-1-(1-(cis-4-isopropylcyclohexyl) piperidin-4-yl)-1H-indol-2-yl)ethyl sulfamate S(N)(OCCC=1N(C2=CC=C(C=C2C1CN)F)C1CCN(CC1)[C@@H]1CC[C@@H](CC1)C(C)C)(=O)=O